COC(C(C)N1C(CCC1)=O)=O 2-oxopyrrolidin-1-yl-propionic acid methyl ester